COC(=O)C=1C=NC(=CC1C1=CC(=NC=C1OC)Cl)C 2'-chloro-5'-methoxy-6-methyl-(4,4'-bipyridine)-3-carboxylic acid methyl ester